CC1=C(C=2N(N=C1N1CC=3C=C(C=NC3CC1)OC1=C(C=CC=C1)F)C=NN2)C 6-(7,8-dimethyl-[1,2,4]triazolo[4,3-b]pyridazin-6-yl)-3-(2-fluorophenoxy)-5,6,7,8-tetrahydro-1,6-naphthyridine